N-[6-bromo-1-(o-tolyl)indazol-3-yl]benzenesulfonamide BrC1=CC=C2C(=NN(C2=C1)C1=C(C=CC=C1)C)NS(=O)(=O)C1=CC=CC=C1